(3-aminoazepan-4-yl)methanol NC1CNCCCC1CO